COC=1C=C(C=CC1OC1CC(C1)N(C)C)NC1=NC=CC(=N1)NC=1C=NC2=CC(=CC=C2C1)O 3-(2-{3-methoxy-4-[(1r,3r)-3-(dimethylamino)cyclobutoxy]phenylamino}-4-pyrimidinylamino)-7-quinolinol